CC1=CC=NC2=C(C=C(C(=C12)F)F)[N+](=O)[O-] 4-methyl-5,6-difluoro-8-nitroquinoline